1,1-bis(2-hydroxy-3,5-dimethylphenyl)ethane OC1=C(C=C(C=C1C)C)C(C)C1=C(C(=CC(=C1)C)C)O